C1(CCC1)OC1=CC(=NC=C1)C(=O)N[C@@H]1C(N(C2=C(OC1)C=CC(=C2)C#CC2(COC2)O)C)=O (S)-4-Cyclobutoxy-N-(7-((3-hydroxyoxetan-3-yl)ethynyl)-5-methyl-4-oxo-2,3,4,5-tetrahydrobenzo[b][1,4]oxazepin-3-yl)picolinamid